(3-bromo-4-hydroxyphenylethyl)acetamide BrC=1C=C(C=CC1O)CCCC(=O)N